O[C@H]1[C@H]([C@@H](O[C@@H]1CO)N1C(NC(C=C1)=O)=O)OCC#C 1-((2R,3R,4R,5R)-4-hydroxy-5-(hydroxymethyl)-3-(prop-2-yn-1-yloxy)tetrahydrofuran-2-yl)pyrimidine-2,4(1H,3H)-dione